C1(=CC=CC=C1)C1=NC(=CC(=N1)C=1C=C(C=C(C1)N1C2=CC=CC=C2C=2C=C(C=CC12)C1=NC(=CC=C1)C1=CC=CC=C1)N1C2=CC=CC=C2C=2C=C(C=CC12)C1=NC(=CC=C1)C1=CC=CC=C1)C1=CC=CC=C1 9,9'-(5-(2,6-diphenylpyrimidin-4-yl)-1,3-phenylene)bis(3-(6-phenylpyridin-2-yl)-9H-carbazole)